Triethylmethyl-ammonium bromide [Br-].C(C)[N+](C)(CC)CC